methyl 3-methoxy-4-((5-((methoxycarbonyl)amino)-7-oxo-6,7-dihydro-1H-pyrazolo[4,3-d]pyrimidin-1-yl)methyl)benzoate COC=1C=C(C(=O)OC)C=CC1CN1N=CC=2N=C(NC(C21)=O)NC(=O)OC